ClC1=CC2=C(C=N1)C(=NN2C2=C(C=C(C=C2)[N+](=O)[O-])OC)CNC 1-(6-Chloro-1-(2-methoxy-4-nitrophenyl)-1H-pyrazolo[4,3-c]pyridin-3-yl)-N-methylmethanamine